CC1C(NC2CC1C2)CNC(OC(C)(C)C)=O TRANS-tert-butyl N-({4-methyl-2-azabicyclo[3.1.1]heptan-3-yl}methyl)carbamate